5-[[2-[(2S,5S)-2-cyclohexyl-5-methyl-1-piperidyl]-2-oxo-acetyl]amino]pyridine-3-carboxamide C1(CCCCC1)[C@H]1N(C[C@H](CC1)C)C(C(=O)NC=1C=C(C=NC1)C(=O)N)=O